FC1=C2C=CC(=NC2=CC=C1C(=O)O)C 5-fluoro-2-methylquinoline-6-carboxylic acid